4,5,6-trifluoroisoindoline hydrochloride Cl.FC1=C2CNCC2=CC(=C1F)F